ClC1=C(C=C(C=C1)F)C1C(CCC(N1)=O)CO 6-(2-chloro-5-fluorophenyl)-5-(hydroxymethyl)piperidin-2-one